6-[(E)-2-cyclopropylvinyl]pyrimidin-4-amine C1(CC1)/C=C/C1=CC(=NC=N1)N